Cl.CN(C1CC(C1)N)C 3-dimethylaminocyclobutylamine hydrochloride